ClC1=CC=C(C=C1)C1(CC(C1)(OC)OC)C=O 1-(4-chlorophenyl)-3,3-dimethoxycyclobutane-1-carbaldehyde